5,7-di-tert-butyl-3-(3,4-dimethyl-phenyl)-3H-benzofuran-2-one C(C)(C)(C)C=1C=C(C2=C(C(C(O2)=O)C2=CC(=C(C=C2)C)C)C1)C(C)(C)C